N-(4-isopropylbenzylidene)-2-methylpropane-2-sulfinamide C(C)(C)C1=CC=C(C=NS(=O)C(C)(C)C)C=C1